N-(4-(cyclopentyloxy)-3-fluorophenyl)-2-((3aR,6aR)-hexahydro-5H-furo[2,3-c]pyrrol-5-yl)-5-(2,2,2-trifluoroethyl)oxazole-4-carboxamide C1(CCCC1)OC1=C(C=C(C=C1)NC(=O)C=1N=C(OC1CC(F)(F)F)N1C[C@H]2[C@@H](C1)CCO2)F